C(C)OC1=NC(=NC(=N1)OCC)OCC 2,4,6-triethoxy-1,3,5-triazine